ClC1=CN=C2C=CC(NC2=C1)=O 7-chloro-1H-1,5-naphthyridin-2-one